ClC1=C(C(=CC=C1)O)C1=C(C2=C(CN3[C@@H](CO2)CN(CC3)C(C=C)=O)C=C1OCCN1CCCCC1)F 1-[(12AR)-9-(2-chloro-6-hydroxyphenyl)-10-fluoro-8-[2-(piperidin-1-yl)ethoxy]-3,4,12,12a-tetrahydro-6H-pyrazino[2,1-c][1,4]benzoxazepin-2(1H)-yl]prop-2-en-1-one